(2r,3s)-ethyl 2-(benzamidomethyl)-3-(3-bromophenyl)-3-hydroxypropionate C(C1=CC=CC=C1)(=O)NC[C@@H](C(=O)OCC)[C@H](O)C1=CC(=CC=C1)Br